C(C1=CC=CC=C1)OC(=O)N1CCC2(CC(C2)C(=O)O)CC1 7-[(benzyloxy)carbonyl]-7-azaspiro[3.5]nonane-2-carboxylic acid